C(C)(C)(C)OC(=O)N1CC2=C(CC1)C(=NN2)C(=O)N2CCC(CC2)C2=C(C=CC=C2)C(F)(F)F 3-(4-(2-(trifluoromethyl)phenyl)piperidine-1-carbonyl)-1,4,5,7-tetrahydro-6H-pyrazolo[3,4-c]pyridine-6-carboxylic acid tert-butyl ester